2-(trimethylsilyl)ethyl 1-{[3-amino-N-(tert-butoxycarbonyl)-D-alanyl]amino}-3,6,9,12-tetraoxapentadecan-15-oate NC[C@@H](NC(=O)OC(C)(C)C)C(=O)NCCOCCOCCOCCOCCC(=O)OCC[Si](C)(C)C